ClC=1C(=NC=C(C1)C(F)(F)F)CCC#N 2-[3-chloro-5-(trifluoromethyl)-2-pyridyl]-ethyl cyanide